[I-].C(CCCCC)OC=1C(=NSN1)C1=CCC[N+](C1)(C(C(C)C)OC(=O)C1CCOCC1)C 5-(4-(Hexyloxy)-1,2,5-thiadiazol-3-yl)-1-methyl-1-(2-methyl-1-((tetrahydro-2H-pyran-4-carbonyl)oxy)propyl)-1,2,3,6-tetrahydropyridin-1-ium iodide